(Z)-1-(3-(pyrrolidinyl)propyl)-3-(methoxyimino)indol-2-one tert-butyl-(3S,4S)-3-fluoro-4-[4-(4,4,5,5-tetramethyl-1,3,2-dioxaborolan-2-yl)phenyl]piperidine-1-carboxylate C(C)(C)(C)OC(=O)N1C[C@H]([C@@H](CC1)C1=CC=C(C=C1)B1OC(C(O1)(C)C)(C)C)F.N1(CCCC1)CCCN1C(\C(\C2=CC=CC=C12)=N/OC)=O